Methyl (((1-((5-chloro-2-methoxyphenyl)sulfonyl)piperidin-4-yl)oxy)carbonyl)-L-leucinate ClC=1C=CC(=C(C1)S(=O)(=O)N1CCC(CC1)OC(=O)N[C@@H](CC(C)C)C(=O)OC)OC